L-2,4-dihydroxy-3,3-dimethylbutanoyl-phosphate O[C@H](C(=O)OP(=O)([O-])[O-])C(CO)(C)C